tert-butyl 2-hydroxy-1-(4-(4-methylthiazol-5-yl)phenyl)-ethylcarbamate OCC(C1=CC=C(C=C1)C1=C(N=CS1)C)NC(OC(C)(C)C)=O